(S)-(5-(3,4-difluorophenyl)-1,3,4-oxadiazol-2-yl)(4-(4-fluorobenzo[d]thiazol-2-yl)-6,7-dihydro-1H-imidazo[4,5-c]pyridin-5(4H)-yl)methanone FC=1C=C(C=CC1F)C1=NN=C(O1)C(=O)N1[C@@H](C2=C(CC1)NC=N2)C=2SC1=C(N2)C(=CC=C1)F